2-(1-methylpropyl)phenyl methylcarbamate CNC(OC1=C(C=CC=C1)C(CC)C)=O